(R)-cyclopentyl 3-(2-(((1-(6-amino-9H-purin-9-yl)propan-2-yl)oxy)methyl)-2-oxo-1,3,2-dioxaphosphinan-5-yl)propanoate NC1=C2N=CN(C2=NC=N1)C[C@@H](C)OCP1(OCC(CO1)CCC(=O)OC1CCCC1)=O